(R)-2'-bromo-5'-methoxy-6-methyl-N-(5-((tetrahydrofuran-3-yl)methoxy)-1,3,4-thiadiazol-2-yl)-(4,4'-bipyridine)-3-carboxamide BrC1=NC=C(C(=C1)C1=C(C=NC(=C1)C)C(=O)NC=1SC(=NN1)OC[C@H]1COCC1)OC